4,4'-bis(2-furyl)biphenyl O1C(=CC=C1)C1=CC=C(C=C1)C1=CC=C(C=C1)C=1OC=CC1